Cl.C(C1=CC=CC=C1)N1C([C@H](C1)C)C(=O)OC(C)(C)C tert-butyl (3S)-1-benzyl-3-methylazetidine-2-carboxylate hydrochloride